C(C)C=1N=CSC1C1=CC=C(C=C1)[C@H](C)NC(=O)[C@H]1N(C[C@@H](C1)O)C(=O)OC(C)(C)C tert-butyl (2S,4R)-2-[[(1S)-1-[4-(4-ethylthiazol-5-yl)phenyl]ethyl]carbamoyl]-4-hydroxy-pyrrolidine-1-carboxylate